C(#N)C1=C(C(=C(C=C1C(C)C)C(C(=O)OC(C)(C)C)N1C[C@@H](CC1)OCCCCCC1=NC=2NCCCC2C=C1)OC)F tert-butyl 2-(4-cyano-3-fluoro-5-isopropyl-2-methoxyphenyl)-2-((R)-3-((5-(5,6,7,8-tetrahydro-1,8-naphthyridin-2-yl)pentyl)oxy)pyrrolidin-1-yl)acetate